N-([1,1'-biphenyl]-4-yl)-2'-(carbazol-9-yl)-[1,1'-biphenyl]-4-amine C1(=CC=C(C=C1)NC1=CC=C(C=C1)C1=C(C=CC=C1)N1C2=CC=CC=C2C=2C=CC=CC12)C1=CC=CC=C1